(R)-3-((2,3-difluorobenzyl)oxy)-7,8,8a,9-tetrahydropyrrolo[1',2':3,4]imidazo[1,2-c]pyrimidin-1(6H)-one FC1=C(COC=2C=C3N(C(N2)=O)C[C@@H]2N3CCC2)C=CC=C1F